3-[5-bromo-3-(ethylsulfanyl)pyridin-2-yl]-6-chloropyridazine BrC=1C=C(C(=NC1)C=1N=NC(=CC1)Cl)SCC